3-(4-Chlorophenyl)cyclopentan-1-one ClC1=CC=C(C=C1)C1CC(CC1)=O